Cl.N(C(=N)N)C1=CC=C(C(=O)OC=2C=CC3=C(N=CS3)C2)C=C1 benzo[d]thiazol-5-yl 4-guanidinobenzoate hydrochloride